[Si](C)(C)(C(C)(C)C)OCCCOC1=C(C(=NC=C1)C(C)C)N1C(N=C(C2=C1N=C(C(=C2)F)Cl)N2[C@H](CN(CC2)C(=O)O)C)=O (S)-4-(1-(4-(3-((tert-butyldimethylsilyl)oxy)propoxy)-2-isopropylpyridine-3-yl)-7-chloro-6-fluoro-2-oxo-1,2-dihydropyrido[2,3-d]Pyrimidine-4-yl)-3-methylpiperazine-1-carboxylic acid